2-chlorobenzoate ClC1=C(C(=O)[O-])C=CC=C1